C12COCCC2(C1)C1=NC=CC(=C1[N+](=O)[O-])C1=CC=CC=C1 2-(3-oxabicyclo[4.1.0]heptan-6-yl)-3-nitro-4-phenylpyridine